C(=O)O.C[C@H]1CN(C[C@@H](N1)C)C1=NC(=C2N1C=C(C=C2)S(=O)(=O)N)F ((3S,5S)-3,5-dimethylpiperazin-1-yl)-1-fluoroimidazo[1,5-a]pyridine-6-sulfonamide formate